FC(C=1C=CC(=C(C1)CCCC(=O)O)F)F 4-(5-(difluoromethyl)-2-fluorophenyl)butanoic acid